N1N=CN=C1C1CN(C1)C(=O)N1CC2(C1)CC(C2)CC2=NC=C(C=C2)OC(F)(F)F [3-(1H-1,2,4-Triazol-5-yl)azetidin-1-yl]-[6-[[5-(trifluoromethoxy)-2-pyridyl]methyl]-2-azaspiro[3.3]heptan-2-yl]methanone